CC12C3(C4C2C2C1C3C42)C(=O)N methylcubane-1-carboxamide